N12C=NC3=NC=NC3=C1NCC2 N1,N6-Ethanoadenine